ClC=1N=CC=2N(C1)N=CC2N2C(N(C(CC2)=O)CC2=CC=C(C=C2)OC)=O 1-(6-chloropyrazolo[1,5-a]pyrazin-3-yl)-3-(4-methoxybenzyl)-dihydropyrimidine-2,4(1H,3H)-dione